(p-tert-butoxyphenyl)diphenylsulfonium trifluoromethane-sulfonate FC(S(=O)(=O)[O-])(F)F.C(C)(C)(C)OC1=CC=C(C=C1)[S+](C1=CC=CC=C1)C1=CC=CC=C1